1-{2-[(tert-butyldimethylsilyl)oxy]ethyl}-3-methoxypyrazol-4-amine [Si](C)(C)(C(C)(C)C)OCCN1N=C(C(=C1)N)OC